BrC1=CC(=C(C=C1C(F)(F)F)N(CCOCCO)CCOCCO)OC 2,2'-((((4-bromo-2-methoxy-5-(trifluoromethyl)phenyl)azanediyl)bis(ethane-2,1-diyl))bis(oxy))bis(ethan-1-ol)